diphenyldecyl trithiophosphite P(SCCCCCCCCCC(C1=CC=CC=C1)C1=CC=CC=C1)([S-])[S-]